FC1=C(C=C(C=C1)C1=CC=CC=C1)N 4-fluoro-(1,1'-biphenyl)-3-amine